FC=1C=2C=3C=CC(=C(OCCCCOC4=CC(=CC(NC(=NC1)C2)=N4)C[S@@](=O)(=N)C)C3)F |r| (rac)-3,20-difluoro-10-[(S-methylsulfonimidoyl)methyl]-13,18-dioxa-5,7,24-triazatetracyclo[17.3.1.12,6.18,12]pentacosa-1(23),2(25),3,5,8(24),9,11,19,21-nonaene